Methyl (S)-2-((tert-butoxycarbonyl)amino)-3-(4-(((trifluoromethyl)sulfonyl)oxy)phenyl)propanoate C(C)(C)(C)OC(=O)N[C@H](C(=O)OC)CC1=CC=C(C=C1)OS(=O)(=O)C(F)(F)F